C(C)(C)(C)OC(C(NC(=O)OC(C)(C)C)C=1C=CC(=C(C1)C1=CC(=C(C=C1)OC)C(=O)O)F)=O 5'-(2-(tert-butoxy)-1-((tert-butoxycarbonyl)amino)-2-oxoethyl)-2'-fluoro-4-methoxy-[1,1'-biphenyl]-3-carboxylic acid